(2-aminoethyl)-7-(1H-pyrazol-1-yl)-2H-pyrazolo[3,4-c]quinolin-4-amine NCCC=1NN=C2C(=NC=3C=C(C=CC3C21)N2N=CC=C2)N